Cl.CC1=C(C(=O)O)C=C(C=C1)[C@@]1(OC2=CC=CC=C2CC1)CN[C@H](C)C1=CC=CC2=CC=CC=C12 2-methyl-5-((2R,4S)-2-((((R)-1-(naphthalen-1-yl)ethyl)amino)methyl)chromanyl)benzoic acid, hydrochloride